CNC(C(=O)O)CC1=CC(=C(C=C1)OC)F 2-(Methylamino)-3-(3-fluoro-4-methoxyphenyl)propanoic acid